chlorine 1-(5-(3-fluoro-4-isopropoxyphenyl)-1,2,4-oxadiazol-3-yl)-1H-indole-5-carbaldehyde FC=1C=C(C=CC1OC(C)C)C1=NC(=NO1)N1C=CC2=CC(=CC=C12)C=O.[Cl]